[6-bromo-2-(3,5-difluorophenoxy)phenyl](trimethylsilyloxy)acetonitrile BrC1=CC=CC(=C1C(C#N)O[Si](C)(C)C)OC1=CC(=CC(=C1)F)F